anti-valproic acid C(C(CCC)CCC)(=O)O